N-[(1S)-1-cyclohexyl-2-[4-(3,5-dimethyl-1H-pyrazol-4-yl)anilino]-2-oxo-ethyl]-2-(2-hydroxyethyl)pyrazole-3-carboxamide C1(CCCCC1)[C@@H](C(=O)NC1=CC=C(C=C1)C=1C(=NNC1C)C)NC(=O)C=1N(N=CC1)CCO